ClC1=CC=C(C(=N1)C=1C=NN(C1)C)NC(C)C=1C=2C3=C(N(C(C2C=C(C1)C)=O)C)N(N=C3)C3CCN(CC3)C(CO)=O 9-[1-[[6-chloro-2-(1-methylpyrazol-4-yl)-3-pyridyl]amino]ethyl]-3-[1-(2-hydroxyacetyl)-4-piperidyl]-4,7-dimethyl-pyrazolo[3,4-c]isoquinolin-5-one